6-cyclopropyl-3-(3-methylbenzyl)pyrazin-2-yl trifluoromethanesulfonate FC(S(=O)(=O)OC1=NC(=CN=C1CC1=CC(=CC=C1)C)C1CC1)(F)F